C(C)(C)(C)NC1CN(CC1)C=1N=NC(=CN1)C1=C2C=NNC2=C(C=C1)N1N=CC=C1 N-tert-butyl-1-[6-(7-pyrazol-1-yl-1H-indazol-4-yl)-1,2,4-triazin-3-yl]pyrrolidin-3-amine